N-[(2,5-dioxo-4-(propan-2-yl)imidazolidin-4-yl)methyl]-2-phenyl-2H-1,2,3-triazole-4-carboxamide O=C1NC(C(N1)(C(C)C)CNC(=O)C1=NN(N=C1)C1=CC=CC=C1)=O